N1=C(C=CC=C1)[C@H]1[C@@H](CN(C1)CC(F)(F)F)NC(N)=O 3-((trans)-4-(pyridin-2-yl)-1-(2,2,2-trifluoroethyl)pyrrolidin-3-yl)urea